3-(biphenyl-4-yl)-1-isopropyl-1H-pyrazolo[3,4-d]pyrimidin-4-amine C1(=CC=C(C=C1)C1=NN(C2=NC=NC(=C21)N)C(C)C)C2=CC=CC=C2